N-(2,2-difluoroethyl)-6,7-difluoro-N-(3-fluoro-5-(3-methyl-3-(pyridin-2-yl)but-1-yn-1-yl)phenyl)-1-methyl-[1,2,4]triazolo[4,3-a]quinazolin-5-amine FC(CN(C1=NC=2N(C3=CC=C(C(=C13)F)F)C(=NN2)C)C2=CC(=CC(=C2)C#CC(C)(C2=NC=CC=C2)C)F)F